NCCC(CCCCCCCCC)(C(C)=O)C(C)=O 1-amino-3,3-diacetyl-dodecane